C(C)(C)(C)OC(NC1CCN(CC1)C1=C(C=NC2=CC=C(C=C12)C1=C(C(=CC(=C1)F)F)NC(=O)OC)C1=CC(=CC(=C1)F)F)=O {1-[6-(3,5-difluoro-2-methoxycarbonylamino-phenyl)-3-(3,5-difluoro-phenyl)-quinolin-4-yl]-piperidin-4-yl}-carbamic acid tert-butyl ester